2,4,5-TRIFLUOROPHENYLBORONIC ACID FC1=C(C=C(C(=C1)F)F)B(O)O